din-butylphosphonic acid C(CCC)OP(OCCCC)=O